Cl.CN1N=CC(=C1)C1=CC=2C(=NC=CC2N2CCNCC2)N1 2-(1-methyl-1H-pyrazol-4-yl)-4-(piperazin-1-yl)-1H-pyrrolo[2,3-b]Pyridine hydrochloride